(R)-3-(tert-butyl)-N-(1-(5-fluoro-2-methyl-4-(7-(piperazin-1-yl)-9H-pyrimido[4,5-b]indol-4-yl)phenyl)ethyl)-1,2,4-oxadiazole-5-carboxamide C(C)(C)(C)C1=NOC(=N1)C(=O)N[C@H](C)C1=C(C=C(C(=C1)F)C1=NC=NC=2NC3=CC(=CC=C3C21)N2CCNCC2)C